C(CCCCCCCCC)(=O)SCCNC(CCNC([C@@H](C(COP(OP(OC[C@@H]1[C@H]([C@H]([C@@H](O1)N1C=NC=2C(N)=NC=NC12)O)OP(=O)(O)O)(=O)O)(=O)O)(C)C)O)=O)=O Decanoyl-coenzyme A